(7S)-3-[2-(4-Hydroxypiperidin-1-yl)ethyl]-7-methyl-2-[2-(2-oxo-1,2-dihydropyridin-1-yl)ethyl]-3H,6H,7H,8H,9H-imidazo[4,5-f]chinolin OC1CCN(CC1)CCN1C(=NC2=C3CC[C@@H](NC3=CC=C21)C)CCN2C(C=CC=C2)=O